ClC1=C(C=CC=C1Cl)SC=1C=2N(C(=NC1)N1CCC3([C@@H]([C@@H](OC3)C)N)CC1)C=CN2 (3S,4S)-8-(8-((2,3-dichlorophenyl)thio)imidazo[1,2-c]pyrimidin-5-yl)-3-methyl-2-oxa-8-azaspiro[4.5]decan-4-amine